7'-((1R,3R)-3-hydroxycyclohexyl)-2'-((3-methyl-1H-pyrazol-4-yl)amino)spiro[cyclopropane-1,5'-pyrrolo[2,3-d]pyrimidin]-6'(7'H)-one O[C@H]1C[C@@H](CCC1)N1C(C2(C3=C1N=C(N=C3)NC=3C(=NNC3)C)CC2)=O